C[C@@H]1N=C(OC1)C1=C(N)C=CC=C1 (S)-2-(4-methyl-4,5-dihydro-oxazol-2-yl)aniline